C(C)(=O)NC1=NC(=CC2=C1C(N(C2)C(C)C2CC2)=O)C2=C(N=C(S2)NC(C)=O)C N-(5-(4-acetamido-2-(1-cyclopropylethyl)-3-oxo-2,3-dihydro-1H-pyrrolo[3,4-c]pyridin-6-yl)-4-methylthiazol-2-yl)acetamide